4,6-dicyclopropyl-2-{3-[(2R)-1-(4-methyl-1,2,4-triazol-3-yl)propan-2-yl]phenyl}-3H-pyrrolo[3,4-c]pyridin-1-one C1(CC1)C1=NC(=CC2=C1CN(C2=O)C2=CC(=CC=C2)[C@@H](CC2=NN=CN2C)C)C2CC2